CC=1C(N(C=C(C1)C)[C@@H](CNS(=O)(=O)C)CO[C@@H]1CC[C@@H](CC1)C1=CC(=CC=C1)F)=O |o1:8| (S or R)-N-[2-(3,5-dimethyl-2-oxo-1,2-dihydropyridin-1-yl)-3-{[(CIS)-4-(3-fluorophenyl)cyclohexyl]oxy}propyl]methane-sulfonamide